(2-(mercaptomethyl)propane-1,3-diyl)bis(methylcarbamic acid) SCC(CN(C(O)=O)C)CN(C(O)=O)C